triallylpropylphosphate C(C=C)C(CCOP(=O)([O-])[O-])(CC=C)CC=C